1-linoleoyl-2-butyryl-3-oleoylglycerol C(CCCCCCC\C=C/C\C=C/CCCCC)(=O)OCC(OC(CCC)=O)COC(CCCCCCC\C=C/CCCCCCCC)=O